BrCCCCCCCCCCCC\C=C/C=O (2cis)-15-bromo-pentadec-2-en-1-al